3-(6-methoxy-2-methylpyridin-3-yl)-1-(o-tolyl)-2,3-dihydroquinazolin-4(1H)-one COC1=CC=C(C(=N1)C)N1CN(C2=CC=CC=C2C1=O)C1=C(C=CC=C1)C